C(CCC)P(N[C@@H](CCC(=O)O)C(=O)O)O N-[butylhydroxyphosphino]glutamic acid